C(C)(C)(C)OC(=O)N1CC(C1)CCN1CCN(CC1)CC1=CC=C(C=C1)C1=CN(C=2N=C(N=CC21)NCCC(F)(F)F)[C@@H]2CC[C@H](CC2)O tert-butyl-3-(2-[4-[(4-[7-[trans-4-hydroxycyclohexyl]-2-[(3,3,3-trifluoropropyl)amino]-7H-pyrrolo[2,3-d]pyrimidin-5-yl]phenyl)methyl] piperazin-1-yl]ethyl)azetidine-1-carboxylate